4-(trifluoromethyl)nicotinic acid FC(C1=CC=NC=C1C(=O)O)(F)F